8-((1S,2S)-2-(5-chloro-3-fluoropyridin-2-yl)cyclopropyl)-6-(2,4-dimethoxypyrimidin-5-yl)-3-fluoroimidazo[1,2-b]pyridazine ClC=1C=C(C(=NC1)[C@@H]1[C@H](C1)C=1C=2N(N=C(C1)C=1C(=NC(=NC1)OC)OC)C(=CN2)F)F